ClC=1C(=NC=CC1)C chloropicoline